C1OCC12CN(C2)C=O (2-oxa-6-azaspiro[3.3]Heptane-6-yl)methanone